(R)-7-bromo-N-(3-fluoroquinolin-6-yl)-5-(1-(oxetan-3-yl)ethoxy)quinazolin-4-amine BrC1=CC(=C2C(=NC=NC2=C1)NC=1C=C2C=C(C=NC2=CC1)F)O[C@H](C)C1COC1